sodium gallium telluride [Ga]=[Te].[Na]